1,2-dichlorobenzene chlorine [Cl].ClC1=C(C=CC=C1)Cl